3-(4-morpholinophenyl)propionic acid O1CCN(CC1)C1=CC=C(C=C1)CCC(=O)O